1-((6-chloropyridazin-3-yl)methyl)-4-cyclopentyl-1,4-dihydropyrazine-2,3-dione ClC1=CC=C(N=N1)CN1C(C(N(C=C1)C1CCCC1)=O)=O